2-methylamino-4-(4-methoxyanilino)-6-chloro-1,3,5-triazine CNC1=NC(=NC(=N1)NC1=CC=C(C=C1)OC)Cl